1-ethyl-3-methylimidazolinium acetate C(C)(=O)[O-].C(C)[NH+]1CN(CC1)C